O=C1N(CC2=CC(=CC=C12)C1=NC=CC(=C1)CN1CCN(CC1)C(=O)C1OCCC1)C1C(NC(CC1)=O)=O 3-(1-oxo-5-(4-((4-(tetrahydrofuran-2-carbonyl)piperazin-1-yl)methyl)pyridin-2-yl)isoindolin-2-yl)piperidine-2,6-dione